BrC=1C=2C(N=C3N(C2C=CC1)C1=CC(=CC=C1C31CCCCC1)C1CCN(CC1)CC1CCC(CC1)C(=O)OC)=O methyl (1r,4r)-4-((4-(4'-bromo-5'-oxo-5'H-spiro[cyclohexane-1,7'-indolo[1,2-a]quinazolin]-10'-yl)piperidin-1-yl)methyl)cyclohexane-1-carboxylate